N1(N=NC2=C1C=CC=C2)CC(=O)N(CC2=CSC=C2)C2=CC=C(C=C2)Br 2-(benzotriazol-1-yl)-N-(4-bromophenyl)-N-(3-thienylmethyl)acetamide